7,11-dimethyl-3-methylene-1,6,10-dodecanetriene CC(=CCCC(C=C)=C)CCC=C(C)C